COC1=CC=C(C=C1)C1CN(C1)C(C[C@@H]1CN(CC1)C#N)=O (R)-3-(2-(3-(4-methoxyphenyl)azetidin-1-yl)-2-oxoethyl)pyrrolidine-1-carbonitrile